tert-Butyl (2R)-2-{3-[3-(1-bromoethyl)-1-oxo-1H-isochromen-4-yl]phenyl}pyrrolidine-1-carboxylate BrC(C)C=1OC(C2=CC=CC=C2C1C=1C=C(C=CC1)[C@@H]1N(CCC1)C(=O)OC(C)(C)C)=O